NCCS(=O)(=O)O.NC(NCCCCN)=N agmatine taurate